N-(5-((2-(8-oxa-5-azaspiro[3.5]nonan-5-yl)ethyl)carbamoyl)-2-methylpyridin-3-yl)-7-(1-methyl-1H-pyrazol-4-yl)-[1,2,4]triazolo[4,3-a]pyridine-3-carboxamide C1CCC12N(CCOC2)CCNC(=O)C=2C=C(C(=NC2)C)NC(=O)C2=NN=C1N2C=CC(=C1)C=1C=NN(C1)C